(±)-Tert-butyl 4-(6-((4-(4-(1-((tert-butoxycarbonyl)amino)ethyl)-8-fluoroquinolin-6-yl)-5-fluoropyrimidin-2-yl)amino)pyridin-3-yl)piperazine-1-carboxylate C(C)(C)(C)OC(=O)N[C@H](C)C1=CC=NC2=C(C=C(C=C12)C1=NC(=NC=C1F)NC1=CC=C(C=N1)N1CCN(CC1)C(=O)OC(C)(C)C)F |r|